(2-bromo-5-((3-((tert-butyl (dimethyl) silyl) oxymethyl) phenoxy) methyl) phenyl) methanesulfonate CS(=O)(=O)OC1=C(C=CC(=C1)COC1=CC(=CC=C1)CO[Si](C)(C)C(C)(C)C)Br